((3R)-4-amino-3-methyl-1,3-dihydrofuro[3,4-c]quinolin-8-yl)((3S)-3-(6-ethoxy-3-pyridazinyl)-4-morpholinyl)methanone NC1=NC=2C=CC(=CC2C2=C1[C@H](OC2)C)C(=O)N2[C@H](COCC2)C=2N=NC(=CC2)OCC